O1CC=COC2=C1C=CC=C2 1,5-BENZODIOXEPIN